C(#N)CCOP(O[C@H]1[C@H]([C@@H](O[C@@H]1CO)N1C=NC=2C(N)=NC=NC12)O)N(C(C)C)C(C)C 3'-O-((2-cyanoethoxy)(bisIsopropylamino)phosphino)adenosine